2-isobutyl-isoindoline-1,3-dione C(C(C)C)N1C(C2=CC=CC=C2C1=O)=O